C1(=CC=CC=C1)N(C(O)=O)C1=CC(=CC(=C1)CN1CCOCC1)OC(F)F.NC=1C(=C(C(C)(C)C2=C(C=CC=C2)C(C2=C(C(=CC=C2)N)OC2=CC=CC=C2)(C)C)C=CC1)OC1=CC=CC=C1 bis(aminophenoxy-alpha,α-dimethylbenzyl)benzene phenyl-(3-(difluoromethoxy)-5-(morpholinomethyl)phenyl)carbamate